4-(3-isopropyl-5-(4-(piperidin-4-yloxy)cyclohexyl)-1H-indol-2-yl)-1H-pyrazolo[3,4-b]pyridine C(C)(C)C1=C(NC2=CC=C(C=C12)C1CCC(CC1)OC1CCNCC1)C1=C2C(=NC=C1)NN=C2